C1(=CC=CC=C1)P(C1=CC(=C(C(=C1C1=C(C=C(C(=C1C)C)C)P(C1=CC=CC=C1)C1=CC=CC=C1)C)C)C)C1=CC=CC=C1 [2-(6-Diphenylphosphanyl-2,3,4-trimethyl-phenyl)-3,4,5-trimethyl-phenyl]-diphenyl-phosphan